FC1=CC=C(C=C1)C1N(C(C=2NN=C(C21)C2=CC(=CC=1NC(OC12)=O)OC1=CC=CC=C1)=O)CC(F)(F)F 7-[4-(4-Fluorophenyl)-6-oxo-5-(2,2,2-trifluoroethyl)-1,4,5,6-tetrahydropyrrolo[3,4-c]pyrazol-3-yl]-5-phenoxy-1,3-benzoxazol-2(3H)-one